NC(C([C@H](C[C@H]1C(NCC1)=O)NC([C@H](CC1CCCCC1)NC(=O)C1(C2=CC=CC=C2C=2C=CC=CC12)O)=O)=O)=O N-((S)-1-(((S)-4-Amino-3,4-dioxo-1-((S)-2-oxopyrrolidin-3-yl)butan-2-yl)amino)-3-cyclohexyl-1-oxopropan-2-yl)-9-hydroxy-9H-fluorene-9-carboxamide